tert-butyl 4-(2-(4-(2-acetyl-5-chlorophenyl)-2-oxopiperazin-1-yl)-3-phenylpropanamido)benzoate C(C)(=O)C1=C(C=C(C=C1)Cl)N1CC(N(CC1)C(C(=O)NC1=CC=C(C(=O)OC(C)(C)C)C=C1)CC1=CC=CC=C1)=O